FC1(CCN(CC1)S(=O)(=O)C=1C=C(C(=O)N2CC3(C4=CC(=CC=C24)NS(=O)(=O)C)CCCCC3)C=CC1)F N-(1'-(3-((4,4-difluoropiperidin-1-yl)sulfonyl)benzoyl)spiro[cyclohexane-1,3'-indolin]-5'-yl)methanesulfonamide